ClC=1C=CC2=C(N=C(O2)N2CCC3(CC2)CCC(CC3)NC(=O)[C@@H]3CS(CC3)(=O)=O)C1 (3R)-N-[3-(5-chloro-1,3-benzoxazol-2-yl)-3-azaspiro[5.5]undecan-9-yl]-1,1-dioxo-thiacyclopentane-3-carboxamide